CN1CC(C1)(C)[C@@](C=1C=C(C=NC1)C1=CC(CC1)=O)(C1=CC=C(C=C1)C(C)C)O 3-{5-[(R)-(1,3-dimethyl-azetidin-3-yl)-hydroxy-(4-isopropyl-phenyl)-methyl]-pyridin-3-yl}-cyclopent-2-enone